(S)-6-(4-chlorophenyl)-2-(pyridin-3-yl)-N-(pyrrolidin-3-ylmethyl)pyrimidin-4-amine ClC1=CC=C(C=C1)C1=CC(=NC(=N1)C=1C=NC=CC1)NC[C@@H]1CNCC1